4-((7-((4-((2-hydroxyethyl)sulfonyl)phenyl)amino)-2,6-naphthyridin-1-yl)ethynyl)benzonitrile OCCS(=O)(=O)C1=CC=C(C=C1)NC1=NC=C2C=CN=C(C2=C1)C#CC1=CC=C(C#N)C=C1